The molecule is conjugate base of 2-aminomuconic 6-semialdehyde arsing from deprotonation of the carboxylic acid function. It has a role as a human metabolite. It is a conjugate base of a 2-aminomuconic 6-semialdehyde. C(=C\\C=O)\\C=C(/C(=O)[O-])\\N